((4-(1-amino-6-(1-isobutyrylpiperidin-4-yl)pyrrolo[1,2-a]pyrazin-8-yl)phenyl)amino)-2-(4-fluorophenyl)-2,7-naphthyridin-1(2H)-one NC=1C=2N(C=CN1)C(=CC2C2=CC=C(C=C2)NC=2N(C(C1=CN=CC=C1C2)=O)C2=CC=C(C=C2)F)C2CCN(CC2)C(C(C)C)=O